cis-N-ethyl-2-(2,4-dichlorophenyl)cyclobutane-1-amine C(C)N[C@H]1[C@H](CC1)C1=C(C=C(C=C1)Cl)Cl